tert-butyl (3-(2,3,5,6-tetrafluoro-4-(methylsulfinyl)phenyl)propyl)carbamate FC1=C(C(=C(C(=C1F)S(=O)C)F)F)CCCNC(OC(C)(C)C)=O